(Z)-2-methoxy-4-(prop-1-en-1-yl)phenol COC1=C(C=CC(=C1)\C=C/C)O